C(C)N1C(C(OC2(C1)CCN(CC2)CCC(C)C)(C)C)=O 4-Ethyl-9-isopentyl-2,2-dimethyl-1-oxa-4,9-diazaspiro[5.5]undecan-3-on